4-(6-methoxy-1H-indazol-4-yl)-1H-1,2,3-triazole COC1=CC(=C2C=NNC2=C1)C=1N=NNC1